C(C1=CC=CC=C1)SC=1C=C(C=2N(C1)C(=NC2C#N)C=2SC(=NN2)C(F)F)Cl 6-(benzylthio)-8-chloro-3-(5-(difluoromethyl)-1,3,4-thiadiazol-2-yl)imidazo[1,5-a]pyridine-1-carbonitrile